methyl-4-((phenylethyl)sulfonyl)benzene CC1=CC=C(C=C1)S(=O)(=O)CCC1=CC=CC=C1